3-benzyl-1-(trans-4-((5-cyano-4-(5-cyano-2-thienyl)pyrimidin-2-yl)amino)cyclohexyl)-1-(5-(1-methyl-1H-pyrazol-4-yl)pyridin-2-yl)urea C(C1=CC=CC=C1)NC(N(C1=NC=C(C=C1)C=1C=NN(C1)C)[C@@H]1CC[C@H](CC1)NC1=NC=C(C(=N1)C=1SC(=CC1)C#N)C#N)=O